C([C@@H]1[C@H]([C@@H]([C@H](C(O1)O)O)O)O)OP(=O)(O)O The molecule is a glucopyranose ring with a phosphate replacing the hydroxy in the hydroxymethyl group at position 6. It is a D-glucose 6-phosphate and a D-hexopyranose 6-phosphate. It derives from a D-glucopyranose. It is a conjugate acid of a D-glucopyranose 6-phosphate(2-).